N-(3-fluoro-4-(3-(2-nitro-1H-imidazol-1-yl)propoxy)phenyl)-4-(1-methyl-1H-indol-3-yl)pyrimidin-2-amine FC=1C=C(C=CC1OCCCN1C(=NC=C1)[N+](=O)[O-])NC1=NC=CC(=N1)C1=CN(C2=CC=CC=C12)C